C1(CC1)CN1C(=CC=2C1=NC(=CC2)CC)C=2N=C1N(C(=CC(=C1)C(=O)N1CC3(C1)OCCNC3)OC)C2C [2-[1-(cyclopropylmethyl)-6-ethylpyrrolo[2,3-b]pyridin-2-yl]-5-methoxy-3-methylimidazo[1,2-a]pyridin-7-yl]-(5-oxa-2,8-diazaspiro[3.5]nonan-2-yl)methanone